(3-chloro-5-(4-(trifluoromethoxy)phenoxy)phenyl)-5-(2-(methylsulfonyl)propan-2-yl)benzo[b]thiophene-2-carboxamide ClC=1C=C(C=C(C1)OC1=CC=C(C=C1)OC(F)(F)F)C=1C2=C(SC1C(=O)N)C=CC(=C2)C(C)(C)S(=O)(=O)C